((2-((3-nitrophenyl)amino)ethyl)amino)-3-(m-tolyloxy)propan-2-ol [N+](=O)([O-])C=1C=C(C=CC1)NCCNCC(COC=1C=C(C=CC1)C)O